5-methoxy-3-(2-(piperidin-1-yl)ethyl)-1H-pyrrolo[2,3-b]pyridine COC=1C=C2C(=NC1)NC=C2CCN2CCCCC2